(3S,4R)-4-amino-3-methoxypiperidine N[C@H]1[C@H](CNCC1)OC